2-chloro-4-(4-methoxy-phenoxy)-pyrimidine ClC1=NC=CC(=N1)OC1=CC=C(C=C1)OC